C(C1=CC=CC=C1)OC=1C=C2C(=CNC2=CC1)CCNC(C)=O N-[2-(5-Benzyloxy-1H-indol-3-yl)ethyl]acetamide